[3-fluoro-5-(1,1,2,2,3,3,3-heptafluoropropyl)-2-pyridyl]-2-[1-[(2-methyl-1,3-dioxolan-2-yl)methyl]tetrazol-5-yl]sulfanyl-5-nitro-benzamide FC=1C(=NC=C(C1)C(C(C(F)(F)F)(F)F)(F)F)C=1C(=C(C(=O)N)C=C(C1)[N+](=O)[O-])SC1=NN=NN1CC1(OCCO1)C